NCCNC(C[Si](OCC)(OCC)OCC)C N-(beta-aminoethyl)-beta-aminopropyl-triethoxysilane